(S)-N-(tert-butyl(cyclopropyl)(oxo)-λ6-sulfaneylidene)pivalamide C(C)(C)(C)[S@@](=NC(C(C)(C)C)=O)(=O)C1CC1